2-dimethylaminoimidazole CN(C=1NC=CN1)C